FC(C(F)(F)F)(F)C=1CN(CC1)C(=O)N 3-(1,1,2,2,2-pentafluoroethyl)-2,5-dihydropyrrole-1-carboxamide